C(C)N(CC(=O)N(C(=C)C)C1=C(C=CC=C1C)C)CC 2-(diethylamino)-N-(2,6-dimethylphenyl)-N-(prop-1-en-2-yl)acetamide